C(CCCC)C=1N=C(SC1)NS([O-])(=O)=O.[Na+] Sodium N-(4-pentyl-1,3-thiazol-2-yl)sulfamate